tin tin oxide [Sn]=O.[Sn]